INDOLE-3-SULFONAMIDE N1C=C(C2=CC=CC=C12)S(=O)(=O)N